5-(7-chloro-3,3-dimethyl-2-oxoindolin-5-yl)-1,3,4-thiadiazol-2(3H)-one ClC=1C=C(C=C2C(C(NC12)=O)(C)C)C1=NNC(S1)=O